CC1(OB(OC1(C)C)C1=CC=C(OC2CCN(CC2)C(=O)OC(C)(C)C)C=C1)C tert-butyl 4-[4-(4,4,5,5-tetramethyl-1,3,2-dioxaborolan-2-yl)phenoxy]piperidine-1-carboxylate